FC(C(=O)O)(F)F.C(C)N(S(=O)(=O)C)[C@@H]1[C@H](NC1)C N-ethyl-N-((2R,3S)-2-methylazetidin-3-yl)methanesulfonamide trifluoroacetate salt